(2S,5S)-5-hydroxypiperidine-2-carboxylic acid [8-(1-octylnonyloxy)-8-oxo-octyl] ester C(CCCCCCC)C(CCCCCCCC)OC(CCCCCCCOC(=O)[C@H]1NC[C@H](CC1)O)=O